2-(3-{[(2S)-1-(but-2-ynoyl)pyrrolidin-2-yl]methoxy}pyridin-4-yl)-3-[(2-ethyl-3-fluorophenyl)amino]-1H,5H,6H,7H-pyrrolo[3,2-c]pyridin-4-one C(C#CC)(=O)N1[C@@H](CCC1)COC=1C=NC=CC1C1=C(C=2C(NCCC2N1)=O)NC1=C(C(=CC=C1)F)CC